(E)-3,4-dihydroxy-6-(4-hydroxy-3-methoxy-styryl)-2H-pyran-2-one OC=1C(OC(=CC1O)\C=C\C1=CC(=C(C=C1)O)OC)=O